C(C)C1=C(N=C(N1COCC[Si](C)(C)C)C=1NC=NC1C1=CC=C(C=C1)F)C(=O)OC[C@](N=C=O)(C(=O)O)OCC1=CC(=CC=C1)C1=CC(=C(C=C1)OCC1=CC=CC=C1)OCC1=CC=CC=C1 3-(3,4-dibenzyloxyphenyl)-N-carbonylbenzyloxyserine ethyl-5'-(4-fluorophenyl)-1-((2-(trimethylsilyl)ethoxy)methyl)-1H,3'H-[2,4'-biimidazole]-4-carboxylate